C(C)OC(CC(CC(=O)O)(C)C)=O 5-ethoxy-3,3-dimethyl-5-oxopentanoic acid